Cl.CC(C(=O)OC)C methyl 2-methylpropanoate hydrogen chloride